(3R,4S)-4-(2-Ethoxy-2-oxoethyl)-5,5-bis(((methylsulfonyl)oxy)methyl)tetrahydrofuran-2,3-diyl diacetate C(C)(=O)OC1OC([C@H]([C@H]1OC(C)=O)CC(=O)OCC)(COS(=O)(=O)C)COS(=O)(=O)C